ClC1=CN=CC(=N1)NC(C(C1=CC=C(C=C1)C=1N=NN(N1)C)C1CC(CC1)(F)F)=O N-(6-Chloropyrazin-2-yl)-2-(3,3-difluorocyclopentyl)-2-(4-(2-methyl-2H-tetrazol-5-yl)phenyl)acetamide